2-methyl-6-[5-(trifluoromethyl)-2-[4-(trifluoromethyl)cyclohexen-1-yl]-3-pyridyl]-1H-pyridin-4-one CC=1NC(=CC(C1)=O)C=1C(=NC=C(C1)C(F)(F)F)C1=CCC(CC1)C(F)(F)F